N-[(5-chloro-2-methylphenyl)methyl]-1-(4-chlorophenyl)-5-oxopyrrolidine-3-carboxamid ClC=1C=CC(=C(C1)CNC(=O)C1CN(C(C1)=O)C1=CC=C(C=C1)Cl)C